ClC=1C(=NC(=NC1)NC1=C(C=C(C=C1)N1CCN(CC1)CC1CN(C1)C1=CC=C(C=C1)N1C(NC(CC1)=O)=O)OC)NC1=C(C=CC=C1)P(=O)(C)C 1-(4-(3-((4-(4-((5-chloro-4-((2-(dimethylphosphoryl)phenyl)amino)pyrimidin-2-yl)amino)-3-methoxyphenyl)piperazin-1-yl)methyl)azetidin-1-yl)phenyl)dihydropyrimidine-2,4(1H,3H)-dione